Tin trifluoromethanesulfonate FC(S(=O)(=O)[O-])(F)F.[Sn+4].FC(S(=O)(=O)[O-])(F)F.FC(S(=O)(=O)[O-])(F)F.FC(S(=O)(=O)[O-])(F)F